17-(3-fluorobicyclo[1.1.1]pentan-1-yl)heptadec-16-enoic acid FC12CC(C1)(C2)C=CCCCCCCCCCCCCCCC(=O)O